COC(CC=O)CC(C)OC 3,5-DIMETHOXY-HEXANAL